(rac)-(2s,4s)-2-(6-(3-(trifluoromethoxy)phenyl)-3-azabicyclo[4.1.0]heptane-3-carbonyl)-7-oxa-5-azaspiro[3.4]octan-6-one FC(OC=1C=C(C=CC1)C12CCN(CC2C1)C(=O)C1CC2(C1)NC(OC2)=O)(F)F